5-chloro-N'-(cyclopropanecarbonyl)-1-(3-fluoro-4-methylbenzyl)-2-oxo-2,3-dihydro-1H-benzo[b]azepine-4-carbohydrazide ClC=1C2=C(N(C(CC1C(=O)NNC(=O)C1CC1)=O)CC1=CC(=C(C=C1)C)F)C=CC=C2